N-{(2S,3R)-2-[(2,3'-difluoro[1,1'-biphenyl]-3-yl)methyl]-4,4-difluoro-1-[(2R)-oxolane-2-carbonyl]pyrrolidin-3-yl}methane-sulfonamide FC1=C(C=CC=C1C[C@@H]1N(CC([C@@H]1NS(=O)(=O)C)(F)F)C(=O)[C@@H]1OCCC1)C1=CC(=CC=C1)F